3-methoxy-4-nitrophenyl-(morpholino)methanone COC=1C=C(C=CC1[N+](=O)[O-])C(=O)N1CCOCC1